CC(C(=O)O)CC.C(CCC)(=O)OCC ethyl butyrate (methyl butyrate)